C(#N)C1=CC=C(C=C1)C(C)(C1=CC=C(C=C1)C#N)C1=CC=C(C=C1)C#N 1,1,1-tris(4-cyanophenyl)ethane